N-(2-(2-methoxyethoxy)-5-(trifluoromethoxy)benzyl)-1-(piperidin-4-yl)methanamine hydrochloride Cl.COCCOC1=C(CNCC2CCNCC2)C=C(C=C1)OC(F)(F)F